CC1(C(C=2C(=NC(=CC2)C(F)(F)F)C1)O)C 6,6-dimethyl-2-(trifluoromethyl)-6,7-dihydro-5H-cyclopenta[b]pyridin-5-ol